cis-tert-butyl (6-(2,6-dichlorophenyl)-7-fluoro-3-(2-fluorocyclopropane-1-carboxamido)isoquinolin-8-yl)carbamate ClC1=C(C(=CC=C1)Cl)C=1C=C2C=C(N=CC2=C(C1F)NC(OC(C)(C)C)=O)NC(=O)[C@H]1[C@H](C1)F